(1R,2R,3S,4R,5S)-1-(2-(2-amino-3-(3-methylisoxazol-4-yl)quinolin-7-yl)ethyl)-4-(4-amino-7H-pyrrolo[2,3-d]pyrimidin-7-yl)bicyclo[3.1.0]hexane-2,3-diol NC1=NC2=CC(=CC=C2C=C1C=1C(=NOC1)C)CC[C@@]12[C@H]([C@H]([C@@H]([C@H]2C1)N1C=CC2=C1N=CN=C2N)O)O